ethyl 4-methyl-4H-pyrrolo[2,3-d]thiazole-5-carboxylate (ethyl 4-methyl-4H-pyrrolo[2,3-d]thiazole-5-carboxylate) C(C)C=1SC2=C(N1)N(C(=C2)C(=O)O)C.CN2C(=CC1=C2N=CS1)C(=O)OCC